N-(6-phenylhexyl)propanamide C1(=CC=CC=C1)CCCCCCNC(CC)=O